2-[3,7-Bis(sulfanyl)octa-2,6-dienyl]-5-phenylbenzene-1,3-diol SC(=CCC1=C(C=C(C=C1O)C1=CC=CC=C1)O)CCC=C(C)S